tert-butyl 1-ethyl-2-formyl-4,6-dihydropyrrolo[3,4-d]imidazole-5(1H)-carboxylate C(C)N1C(=NC2=C1CN(C2)C(=O)OC(C)(C)C)C=O